6''-((6-aminopyrimidin-4-yl)amino)-8''-methyl-2''H-dispiro[aziridine-2,1'-cyclohexane-4',3''-imidazo[1,5-a]pyridine]-1'',5''-dione NC1=CC(=NC=N1)NC1=CC(=C2N(C1=O)C1(NC2=O)CCC2(CC1)NC2)C